2-[5-(4,4-difluoropiperidin-1-yl)-2-methyl-3-(trifluoromethyl)phenyl]-4-[(1-ethyl-1H-pyrazol-4-yl)methyl]-5-methyl-2,4-dihydro-3H-1,2,4-triazol-3-one FC1(CCN(CC1)C=1C=C(C(=C(C1)N1N=C(N(C1=O)CC=1C=NN(C1)CC)C)C)C(F)(F)F)F